tert-butyl (S)-2-((((9H-fluoren-9-yl)methoxy)carbonyl)amino)-3-(3-(2-methoxy-2-oxoethyl)phenyl)propanoate C1=CC=CC=2C3=CC=CC=C3C(C12)COC(=O)N[C@H](C(=O)OC(C)(C)C)CC1=CC(=CC=C1)CC(=O)OC